NC(C#N)=C(Cl)Cl 2-Amino-3,3-dichloroacrylonitrile